3,3'-dichloro-4,4'-diamino-biphenyl ClC=1C=C(C=CC1N)C1=CC(=C(C=C1)N)Cl